(2R,3R,4S,5R)-2-{3-cyclohexyl-7H-[1,2,4]triazolo[3,4-i]purin-7-yl}-5-(hydroxymethyl)tetrahydrofuran-3,4-diol C1(CCCCC1)C1=NN=C2C=3N=CN(C3N=CN21)[C@@H]2O[C@@H]([C@H]([C@H]2O)O)CO